NCCCCCC(=O)O epsilon-amino-caproic acid